C(C)N(C(C1=C(C=CC(=C1)F)C=1C=2N(C=C(C1)C1CNCC1)C(=NN2)C)=O)C(C)C N-ethyl-5-fluoro-2-[3-methyl-6-(pyrrolidin-3-yl)-[1,2,4]triazolo[4,3-a]pyridin-8-yl]-N-(isopropyl)benzamide